C(#N)C=1C=C2C(=CC=NC2=CC1)B(O)O 6-cyanoquinoline-4-boronic acid